F[C@H](C1(COC1)C=1C=C(C=CC1)N1C(C2=CC(=CC(=C2C1)C(F)(F)F)CN1CC(C1)(C)OC)=O)C1=NN=CN1C (R)-2-(3-(3-(fluoro(4-methyl-4H-1,2,4-triazol-3-yl)methyl)oxetan-3-yl)phenyl)-6-((3-methoxy-3-methylazetidin-1-yl)methyl)-4-(trifluoromethyl)isoindolin-1-one